4-(((3S,4R)-1-((2,6-dichloro-4-(trifluoromethyl)phenyl)sulfonyl)-4-hydroxy-4-(hydroxymethyl)pyrrolidin-3-yl)oxy)-2-fluorobenzonitrile ClC1=C(C(=CC(=C1)C(F)(F)F)Cl)S(=O)(=O)N1C[C@@H]([C@@](C1)(CO)O)OC1=CC(=C(C#N)C=C1)F